3-((4,5-dibutylnonanoyl)oxy)-2-(9-(4-hydroxybutyl)-3,9-diazaspiro[5.5]undecan-3-yl)propyl palmitate C(CCCCCCCCCCCCCCC)(=O)OCC(COC(CCC(C(CCCC)CCCC)CCCC)=O)N1CCC2(CC1)CCN(CC2)CCCCO